NCC#CC(=O)N1CCC(CC1)N[C@@H]1C[C@@H](N(C2=CC=CC=C12)C(CC)=O)C 4-amino-1-(4-(((2s,4r)-2-methyl-1-propionyl-1,2,3,4-tetrahydroquinolin-4-yl)amino)piperidin-1-yl)but-2-yn-1-one